4-((6-((4-(3-(sec-butyl)-2-methyl-2H-indazol-5-yl)-5-fluoropyrimidin-2-yl)amino)pyridin-3-yl)methyl)piperazine-1-carbaldehyde C(C)(CC)C=1N(N=C2C=CC(=CC12)C1=NC(=NC=C1F)NC1=CC=C(C=N1)CN1CCN(CC1)C=O)C